2-(3-(6-(bicyclo[1.1.1]pentan-1-ylamino)pyridin-3-yl)-6-oxopyridazin-1(6H)-yl)-N-ethylacetamide C12(CC(C1)C2)NC2=CC=C(C=N2)C2=NN(C(C=C2)=O)CC(=O)NCC